2-((tert-butoxycarbonyl)amino)-2-(4-(ethylsulfonyl)phenyl)acetic acid C(C)(C)(C)OC(=O)NC(C(=O)O)C1=CC=C(C=C1)S(=O)(=O)CC